(R)-11-oxo-N-((2-(4-(pyrrolidin-3-yloxy)phenyl)thiazol-5-yl)methyl)-10,11-dihydrodibenzo[b,f][1,4]thiazepine-8-carboxamide 5,5-dioxide hydrochloride Cl.O=C1NC2=C(S(C3=C1C=CC=C3)(=O)=O)C=CC(=C2)C(=O)NCC2=CN=C(S2)C2=CC=C(C=C2)O[C@H]2CNCC2